C(C)OC(C=C)(CCC=C(C)C)C 3-ethoxy-3,7-dimethyl-1,6-octadiene